NC=1SC(=C(N1)C=1C(=C(C=CC1)NS(=O)(=O)C1=C(C=CC=C1F)F)F)C1=NC(=NC=C1)Cl N-(3-(2-amino-5-(2-chloropyrimidin-4-yl)thiazol-4-yl)-2-fluorophenyl)-2,6-difluoro-benzenesulfonamide